BrC1=C2C=CNC2=CC=C1NC(=O)C1=CC=2C3=C(COC2C=C1C=1C(=NC(=CC1)C(NCCC)=O)C(=O)OC)C=CS3 methyl 3-(8-((4-bromo-1H-indol-5-yl)carbamoyl)-4H-thieno[3,2-c]chromen-7-yl)-6-(propylcarbamoyl)picolinate